BrC=1C=C(N)C=C(C1F)C(F)(F)F 3-bromo-4-fluoro-5-trifluoromethyl-aniline